tert-butyl 6-[2-(6,6-dimethyl-1,4,5,7-tetrahydroindazol-3-yl)-1H-indole-6-carbonyl]-2,6-diazaspiro[3.3]heptane-2-carboxylate CC1(CCC=2C(=NNC2C1)C=1NC2=CC(=CC=C2C1)C(=O)N1CC2(CN(C2)C(=O)OC(C)(C)C)C1)C